Cl.Cl.BrC=1C=C2C(=CN(C2=CC1)C\C=C\[C@H]1NCCC[C@@H]1O)C(=O)NC 5-bromo-1-((E)-3-((2R,3S)-3-hydroxypiperidin-2-yl)allyl)-N-methyl-1H-indole-3-carboxamide dihydrochloride